tert-butyl N-[5-[[4-(2-hydroxyethyl)piperazin-1-yl]methyl]-1-methyl-pyrazol-3-yl]carbamate OCCN1CCN(CC1)CC1=CC(=NN1C)NC(OC(C)(C)C)=O